3-[(8aS)-2-[4-chloro-2-(trifluoromethyl)phenyl]-3-oxo-5,6,8,8a-tetrahydro-1H-imidazo[1,5-a]pyrazin-7-yl]-6-(2-ethoxypyridin-3-yl)-N-(3-pyrazol-1-ylpropyl)pyridine-2-carboxamide ClC1=CC(=C(C=C1)N1C(N2[C@@H](CN(CC2)C=2C(=NC(=CC2)C=2C(=NC=CC2)OCC)C(=O)NCCCN2N=CC=C2)C1)=O)C(F)(F)F